(E)-4-(4-methoxypiperidin-1-yl)but-2-enoic acid COC1CCN(CC1)C/C=C/C(=O)O